C(C)(=O)C=1C=C(C=C2C(=C(C(=NC12)N1CCC(CC1)(F)F)C)C#N)F 8-acetyl-2-(4,4-difluoro-1-piperidyl)-6-fluoro-3-methyl-quinoline-4-carbonitrile